1-(4-chloro-3-(1-methyl-1H-benzo[d]imidazol-2-yl)phenyl)piperazin-2-one hydrochloride Cl.ClC1=C(C=C(C=C1)N1C(CNCC1)=O)C1=NC2=C(N1C)C=CC=C2